N-(5-fluoro-4-(piperidin-1-yl)pyridin-3-yl)-1,1-diphenylmethanimine FC=1C(=C(C=NC1)N=C(C1=CC=CC=C1)C1=CC=CC=C1)N1CCCCC1